[Br-].C[N+](CC(COC(CCCCCCCCCCCCC)=O)OC(CCCCCCCCCCCCC)=O)(CB1OC(C(O1)(C)C)(C)C)C N,N-Dimethyl-2,3-bis(tetradecanoyloxy)-N-((4,4,5,5-tetramethyl-1,3,2-dioxaborolan-2-yl)methyl)propan-1-aminium bromide